4-(4-amino-2,6-dichloro-phenoxy)-2-(2-fluoro-propane-2-yl)phenol NC1=CC(=C(OC2=CC(=C(C=C2)O)C(C)(C)F)C(=C1)Cl)Cl